O[C@]1(C[C@@H]2[C@@H]([C@H]3CC[C@]4([C@H]([C@@H]3CC2)CC[C@@H]4C(CN4N=NC=C4)=O)C)C1)C 1-((1S,3aS,3bR,5aR,7S,8aS,8bR,10aS)-7-hydroxy-7,10a-dimethylhexadecahydrodicyclopenta[a,f]naphthalen-1-yl)-2-(1H-1,2,3-triazol-1-yl)ethan-1-one